2-[2-(difluoromethoxy)-4-fluoro-phenyl]-4,4,5,5-tetramethyl-1,3,2-dioxaborolane FC(OC1=C(C=CC(=C1)F)B1OC(C(O1)(C)C)(C)C)F